C([C@H](O)[C@@H](O)[C@@H](O)[C@H](O)CO)=NO galactose-Oxime